propyl-n-hexadecyl-dimethyl-ammonium iodide [I-].C(CC)[N+](C)(C)CCCCCCCCCCCCCCCC